(6-bromo-4-methyl-3-pyridinyl)-(6-fluoro-1,4-dimethyl-indol-3-yl)-imino-oxo-lambda6-sulfane BrC1=CC(=C(C=N1)S(=O)(=N)C1=CN(C2=CC(=CC(=C12)C)F)C)C